(2R,2'R,2''R)-3,3',3''-(1,4,7-triazonane-1,4,7-triyl)tris(2-hydroxypropanoate) N1(CCN(CCN(CC1)C[C@H](C(=O)[O-])O)C[C@H](C(=O)[O-])O)C[C@H](C(=O)[O-])O